ClC=1C=C(C(=NC1)OC)S(=O)(=O)NC1=C(C(=C(C=C1)F)C=1C=CC=2N(C1)C=NC2C=2NC=CN2)C#N 5-Chloro-N-[2-cyano-4-fluoro-3-[1-(1H-imidazol-2-yl)imidazo[1,5-a]pyridin-6-yl]phenyl]-2-methoxypyridine-3-sulfonamide